[(2R,3R,4R,5R,6R)-3,4-bis(acetyloxy)-6-[(15-[[(2S)-2,3-dihydroxypropyl]carbamoyl]pentadecyl)oxy]-5-acetamidooxan-2-yl]methyl acetate C(C)(=O)OC[C@H]1O[C@H]([C@@H]([C@H]([C@H]1OC(C)=O)OC(C)=O)NC(C)=O)OCCCCCCCCCCCCCCCC(NC[C@@H](CO)O)=O